2-((tert-Butoxycarbonyl)(4-fluoro-2,5-dimethylphenyl)amino)oxazole-4-carboxylic acid C(C)(C)(C)OC(=O)N(C=1OC=C(N1)C(=O)O)C1=C(C=C(C(=C1)C)F)C